4-chloro-1H-spiro[2,1-benzothiazole-3,1'-cyclopentane]-7-amine 2,2-dioxide ClC1=CC=C(C2=C1C1(CCCC1)S(N2)(=O)=O)N